COC1=NC=CC(=C1)CC(=O)N (2-methoxy-4-pyridyl)acetamide